N-((S)-1-(((2R,3R,4R,5S,6S)-6-((7H-purin-6-yl)amino)-4,5-dihydroxy-2-(hydroxymethyl)tetrahydro-2H-pyran-3-yl)amino)-1-oxopropan-2-yl)pentadecanamide N1=CN=C2N=CNC2=C1N[C@@H]1[C@H]([C@@H]([C@H]([C@@H](O1)CO)NC([C@H](C)NC(CCCCCCCCCCCCCC)=O)=O)O)O